3,4-dioxocyclobutene O=C1C=CC1=O